NC[C@]12C[C@H](N([C@@H]2C1)C(=O)OC(C)(C)C)C(NC1=NC(=CC=C1COCC=C)Br)=O tert-butyl (1R,3S,5R)-5-(aminomethyl)-3-({6-bromo-3-[(prop-2-en-1-yloxy)methyl]pyridin-2-yl}carbamoyl)-2-azabicyclo[3.1.0]hexane-2-carboxylate